3,5-dichloro-4-(difluoro-methoxy)-N-methylaniline ClC=1C=C(NC)C=C(C1OC(F)F)Cl